1-{4-[5-(2-azepan-1-yl-ethoxy)-benzimidazol-1-yl]-phenyl}3-(5-tert-butyl-2H-pyrazol-3-yl)-urea N1(CCCCCC1)CCOC1=CC2=C(N(C=N2)C2=CC=C(C=C2)NC(=O)NC=2NN=C(C2)C(C)(C)C)C=C1